3-methyl-3-buten-1-yl 2,2-dimethylpropanoate CC(C(=O)OCCC(=C)C)(C)C